3,4-dichloro-5-bromobenzene ClC=1C=CC=C(C1Cl)Br